C(C)(=O)O[C@@H](C(=O)OCC)CC1=C(C=CC=C1)OCC1=NC(=NC=C1)Cl ethyl (2R)-2-acetoxy-3-[2-[(2-chloropyrimidin-4-yl)methoxy]phenyl]propanoate